(2R)-2-(dimethylamino)-N-[4-methyl-6-[[2-[2-oxo-3-(3-oxo-4H-pyrazino[2,3-b][1,4]oxazin-6-yl)oxazolidin-5-yl]ethylamino]methyl]-6,7-dihydro-5H-cyclopenta[b]pyridin-2-yl]propionamide CN([C@@H](C(=O)NC1=CC(=C2C(=N1)CC(C2)CNCCC2CN(C(O2)=O)C2=NC1=C(OCC(N1)=O)N=C2)C)C)C